4-({[5-(2-Chlorophenyl)-1,3-oxazol-2-yl]methyl}sulfanyl)-6-methyl-1,3,5-triazin-2-amin ClC1=C(C=CC=C1)C1=CN=C(O1)CSC1=NC(=NC(=N1)C)N